D-glucitol hexaacetate C(C)(=O)O[C@@H](COC(C)=O)[C@@H](OC(C)=O)[C@H](OC(C)=O)[C@H](OC(C)=O)COC(C)=O